tert-butyl (3S)-3-[(1R)-2-[[2-ethoxy-6-(4-methoxycarbonylpiperazin-1-yl)pyridine-3-carbonyl]amino]-1-hydroxy-ethyl]-7-hydroxy-3,4-dihydro-1H-isoquinoline-2-carboxylate C(C)OC1=NC(=CC=C1C(=O)NC[C@@H](O)[C@H]1N(CC2=CC(=CC=C2C1)O)C(=O)OC(C)(C)C)N1CCN(CC1)C(=O)OC